(S,E)-6-(benzo[d]thiazole-2-carboxamido)-N7-(1-(2-(bicyclo[1.1.1]pentan-1-ylamino)-2-oxoethyl)-2-oxo-1,2-dihydropyridin-3-yl)-N1-pentylhept-2-enediamide S1C(=NC2=C1C=CC=C2)C(=O)N[C@@H](CC/C=C/C(=O)NCCCCC)C(=O)NC=2C(N(C=CC2)CC(=O)NC21CC(C2)C1)=O